C1(=CC=CC=C1)CC(=O)N1CCC(CC1)N1C(OC2=C1C=CC=C2)=O 3-(1-(2-phenylacetyl)piperidin-4-yl)benzo[d]oxazol-2(3H)-one